D-phenylglycine N[C@H](C1=CC=CC=C1)C(=O)O